C(C)(C)C=1C=NN2C1N=C(N=C2NCC2=CC=C(C=C2)NC(C)=O)O[C@H]2CNCCC2 (R)-N-(4-(((8-isopropyl-2-(piperidin-3-yloxy)pyrazolo[1,5-a][1,3,5]triazin-4-yl)amino)methyl)phenyl)acetamide